((E)-1-(3-Chloro-2-fluoro-benzoyl)-2-(dimethylamino)vinyloxy)benzonitrile ClC=1C(=C(C(=O)/C(=C\N(C)C)/OC2=C(C#N)C=CC=C2)C=CC1)F